(4-chlorobenzyl)-9H-pyrido[2,3-b]indole ClC1=CC=C(CC=2C=CC3=C(NC4=CC=CC=C34)N2)C=C1